C1(=CC=C(C=C1)N(C1=CC=CC=2C(C3=CC=CC=C3C12)(C)C)C1=CC=C(C=C1)Br)C1=CC=CC=C1 Biphenyl-4-yl-(4-bromo-phenyl)-(9,9-dimethyl-9H-fluoren-4-yl)-amine